4-(1H-Indazol-7-ylsulfanyl)-6-[1-[(3S)-3-piperidyl]pyrazol-4-yl]pyrazolo[1,5-a]pyridine-3-carbonitrile N1N=CC2=CC=CC(=C12)SC=1C=2N(C=C(C1)C=1C=NN(C1)[C@@H]1CNCCC1)N=CC2C#N